m-aminoacetyl-aniline tert-Butyl-N-[(1R)-1-[[2-(1,3-dioxolan-2-yl)-4-(trifluoromethyl)phenyl]-hydroxy-methyl]-3-methyl-butyl]carbamate C(C)(C)(C)OC(N[C@H](CC(C)C)C(O)C1=C(C=C(C=C1)C(F)(F)F)C1OCCO1)=O.NCC(=O)C=1C=C(N)C=CC1